COC1=NC=C(C(=N1)OC)C=1C=C(C=2N(N1)C=CN2)[C@@H]2[C@H](C2)C2=CC1=C(C=N2)C(C(N1CC(F)(F)F)=O)(C)C 6-[(1S,2S)-2-[6-(2,4-dimethoxypyrimidin-5-yl)imidazo[1,2-b]pyridazin-8-yl]cyclopropyl]-3,3-dimethyl-1-(2,2,2-trifluoroethyl)pyrrolo[3,2-c]pyridin-2-one